(R)-2,6-di-tert-butyl-4-(hydroxy(phenyl)methyl)phenol C(C)(C)(C)C1=C(C(=CC(=C1)[C@@H](C1=CC=CC=C1)O)C(C)(C)C)O